FC1CCN(CC1)C[C@H](C)[C@H]1CC[C@H]2\C(\CCC[C@]12C)=C\C=C1C(CCC(C1O)=C)O 2-((1R,3aS,7aR,E)-1-((R)-1-(1-(4-fluoropiperidin-1-yl)propan-2-yl)-7a-methyloctahydro-4H-inden-4-ylidene)ethylidene)-4-methylenecyclohexane-1,3-diol